(4Z)-4-(1,3-benzothiazol-6-ylmethylene)-2-[[(1R,2S,5R)-2-isopropyl-5-methyl-cyclohexyl]amino]-1H-imidazol-5-one S1C=NC2=C1C=C(C=C2)\C=C\2/N=C(NC2=O)N[C@H]2[C@@H](CC[C@H](C2)C)C(C)C